C(C)(=O)C1=C2C=C(N(C(C2=CC=C1)=O)C)C1=CC=CC=C1 5-acetyl-2-methyl-3-phenylisoquinolin-1(2H)-one